ethyl 3-(5-bromo-1-methyl-3-nitro-2-carbonyl-1,2-dihydropyridin-4-yl)-2-carbonylpropionate BrC=1C(=C(C(N(C1)C)=C=O)[N+](=O)[O-])CC(C(=O)OCC)=C=O